4,5,6-trimethyl-1,3-isobenzofurandione CC1=C2C(OC(C2=CC(=C1C)C)=O)=O